ClC=1N(C(C=CC1C(=O)OCC)=O)COCC[Si](C)(C)C ethyl 2-chloro-6-oxo-1-((2-(trimethylsilyl) ethoxy) methyl)-1,6-dihydropyridine-3-carboxylate